Cl.CN(CCCN)C N,N-dimethylpropane-1,3-diamine hydrochloride